5-chloro-N-[4-(4-methyl-1H-1,3-benzimidazol-5-yl)-1,3-thiazol-2-yl]pyridin-2-amine ClC=1C=CC(=NC1)NC=1SC=C(N1)C1=C(C2=C(NC=N2)C=C1)C